2-[(3-aminopyrazolo[1,5-a]pyrid-7-yl)(2-hydroxyethyl)amino]-ethanol NC=1C=NN2C1C=CC=C2N(CCO)CCO